2-Fluoro-5-(trifluoromethyl)pyridine FC1=NC=C(C=C1)C(F)(F)F